14C-L-alanine C[C@@H](C(=O)O)N